1-(4-((7-(benzyloxy)-6-methoxyquinazolin-4-yl)oxy)-2-chlorophenyl)-3-(2-phenoxyphenyl)urea C(C1=CC=CC=C1)OC1=C(C=C2C(=NC=NC2=C1)OC1=CC(=C(C=C1)NC(=O)NC1=C(C=CC=C1)OC1=CC=CC=C1)Cl)OC